FC(C1(CC1)C1=CC=2C(N=C3N(C2C=N1)CCC3)=O)F 3-(1-(difluoromethyl)cyclopropyl)-8,9-dihydropyrido[4,3-e]pyrrolo[1,2-a]pyrimidin-5(7H)-one